5-{3-fluoro-6H-isochromeno[3,4-b]pyridin-8-yl}-3-methoxypyridazine FC1=CC=C2C(=N1)OCC=1C=C(C=CC12)C=1C=C(N=NC1)OC